N1=NC(=CC=C1)N 3-pyridazin-amine